C1C=CC2=C1C=CC=1C=3C=CC(=C(C3C=CC21)O)O 1H-cyclopenta[1,2-a]phenanthrene-6,7-diol